NCC1=CC=C(C=C1)NC(=O)C1=CC2=C(OCCC3=C2SC=C3)C=C1C=1C(=NC(=CC1)C(NC(CC)CC)=O)C(=O)O 3-(9-((4-(aminomethyl)phenyl)carbamoyl)-4,5-dihydrobenzo[b]thieno[2,3-d]oxepin-8-yl)-6-(pentan-3-ylcarbamoyl)picolinic acid